FC(OC1=CC=C(C=C1)S(=O)(=O)N1N=C2C(=C1)CN(C2)C(=O)OC(C)(C)C)F tertbutyl 2-[4-(difluoromethoxy)benzenesulfonyl]-2H,4H,5H,6H-pyrrolo[3,4-c]pyrazole-5-carboxylate